(morpholino)phosphonium tetrafluoroborate F[B-](F)(F)F.O1CCN(CC1)[PH3+]